C1CNCCC12CCC(CC2)N2C[C@H]1N(C=3C(=NN=C(C3)C3=C(C=CC=C3)O)NC1)CC2 (S)-2-(8-(3-azaspiro[5.5]undecan-9-yl)-6,6a,7,8,9,10-hexahydro-5H-pyrazino[1',2':4,5]pyrazino[2,3-c]pyridazin-2-yl)phenol